OC1=C(C(=CC(=C1C(=O)NC1(CCCC1)C(F)(F)F)CCCCC)O)C1=CC(=CC=C1)C 2,6-dihydroxy-3'-methyl-4-pentyl-N-(1-(trifluoromethyl)cyclopentyl)-[1,1'-biphenyl]-3-carboxamide